OC=1C=C(C(=O)N2CCN(CC2)C2=C(C=C(C=C2)C(CCCCCC)=O)F)C=CC1O 1-(4-(4-(3,4-dihydroxybenzoyl)piperazin-1-yl)-3-fluorophenyl)heptan-1-one